1-[[3-(cyanomethoxy)phenyl]methyl]-3-[3-(trifluoromethyl)-1-bicyclo[1.1.1]pentanyl]urea C(#N)COC=1C=C(C=CC1)CNC(=O)NC12CC(C1)(C2)C(F)(F)F